C1(CC1)OC=1C=C(C=CC1)C=1C=CC(=NC1)N 5-[3-(cyclopropoxy)phenyl]pyridin-2-amine